(Z)-3-(1-(4-amino-2-fluorobut-2-en-1-yl)-2-(trifluoromethyl)-1H-benzo[d]imidazol-4-yl)-N,N-dimethylbenzenesulfonamide Hydrochloride Cl.NC\C=C(\CN1C(=NC2=C1C=CC=C2C=2C=C(C=CC2)S(=O)(=O)N(C)C)C(F)(F)F)/F